ClC1=C(C(=CC=2C(N(N=NC21)[C@H]2CCOC[C@@H]2O)=O)CC=2C=NC(=CC2)C=2C=NN(C2)C)C 1,5-anhydro-3-(8-chloro-7-methyl-6-((6-(1-methyl-1H-pyrazol-4-yl)pyridin-3-yl)methyl)-4-oxo-1,2,3-benzotriazin-3(4H)-yl)-2,3-dideoxy-L-threo-pentitol